trimethyl-ethyl-gallium CC(C[Ga])(C)C